allyl-(S)-2-hydroxypropionic acid C(C=C)[C@](C(=O)O)(C)O